C1(CC1)CN[C@H]1CN(CCC1)C=1C=NC(=CC1)C1(COC1)C=1SC(=NN1)C=1C=NC=C(C1)C1CC1 (R)-N-(cyclopropylmethyl)-1-(6-(3-(5-(5-cyclopropylpyridin-3-yl)-1,3,4-thiadiazol-2-yl)oxetan-3-yl)pyridin-3-yl)piperidin-3-amine